FC=1C=C2N(CCN(C2=CC1)C(CCN1CCCC1)=O)C1=CC=C(C=C1)F 1-(6-fluoro-4-(4-fluorophenyl)-3,4-dihydroquinoxaline-1(2H)-yl)-3-(pyrrolidin-1-yl)propan-1-one